2-methyl-4-(5-(3,4,5-trichlorophenyl)-5-(trifluoromethyl)-4,5-dihydroisoxazol-3-yl)benzamide CC1=C(C(=O)N)C=CC(=C1)C1=NOC(C1)(C(F)(F)F)C1=CC(=C(C(=C1)Cl)Cl)Cl